bis-(trifluoromethyl) ether FC(F)(F)OC(F)(F)F